5-(2-chloroethyl)-6-(2-fluoropyridin-3-yl)-1-(p-tolyl)-1,5-dihydro-4H-pyrazolo[3,4-d]pyrimidin-4-one ClCCN1C(=NC2=C(C1=O)C=NN2C2=CC=C(C=C2)C)C=2C(=NC=CC2)F